OC=1C=C2C=CCN(C2=NC1)C#N 6-hydroxy-1-naphthyridinecarbonitrile